FC1=C(C=CC(=C1)S(=O)(=O)C)C1=CC2=NC=C(C=C2N1C)C1=CC=C(C=C1)N1CCN(CC1)C(C)C 2-(2-fluoro-4-(methylsulfonyl)phenyl)-6-(4-(4-isopropylpiperazin-1-yl)phenyl)-1-methyl-1H-pyrrolo[3,2-b]pyridine